O=C1N=C(OC12CCCC1=CC=CC=C12)N1CCC2(CC1)OC(C1=C2C=CC=C1)=O 1'-(4'-oxo-3,4-dihydro-2H,4'H-spiro[naphthalene-1,5'-[1,3]oxazol]-2'-yl)-3H-spiro[2-benzofuran-1,4'-piperidin]-3-one